COC=1C=C(C=CC2=CC(C3C(C2C3)(C)C)=O)C=C(C1)OC 4-(3,5-dimethoxystyryl)-6,6-dimethylbicyclo[3.1.1]hept-3-en-2-one